CON[C@@H](CC1=C(C=C(C=C1Cl)Cl)Cl)C |r| (±)-O-methyl-N-[1-methyl-2-(2,4,6-trichlorophenyl)-ethyl]-hydroxylamine